hydroxyethyl-piperazineethanesulfonic acid OCCC1N(CCNC1)CCS(=O)(=O)O